ClC1=CC=C(C=C1)C1=C(CCC(C1)(C)C)CN1C(CN(CC1)CC=1C(=C2CN(C(C2=CC1)=O)C1C(NC(CC1)=O)=O)F)(C)C 3-(5-((4-((4'-chloro-5,5-dimethyl-3,4,5,6-tetrahydro-[1,1'-biphenyl]-2-yl)methyl)-3,3-dimethylpiperazin-1-yl)methyl)-4-fluoro-1-oxoisoindolin-2-yl)piperidine-2,6-dione